(R)-ethyl 3-pyrrolidinecarboxylate hydrochloride Cl.N1C[C@@H](CC1)C(=O)OCC